FC1=C(OC=2N=NC(=C(C2C(=O)NC2=CC(=CC=C2)S(=O)(=N)C)C)C(F)(F)F)C=CC(=C1F)OC(F)(F)F 3-[2,3-difluoro-4-(trifluoromethoxy)phenoxy]-5-methyl-N-[3-(methylsulfonimidoyl)phenyl]-6-(trifluoromethyl)pyridazine-4-carboxamide